[3-[(3-hydroxy-1-adamantyl)amino]propionyl]-3-azabicyclo[2.2.1]heptane-2-carbonitrile OC12CC3(CC(CC(C1)C3)C2)NCCC(=O)C23C(NC(CC2)C3)C#N